BrC=1C=2N(C(=NC1)N1CCC3(CC1)OC1=C([C@H]3N[S@](=O)C(C)(C)C)C=CC=C1)C=CN2 (R)-N-((R)-1'-(8-bromoimidazo[1,2-c]pyrimidin-5-yl)-3H-spiro[benzofuran-2,4'-piperidin]-3-yl)-2-methylpropan-2-sulfinamide